5-[2-(cyclopropylmethoxy)-5-ethylsulfonylphenyl]-7-methylimidazo[1,5-a]pyrazin-8-one C1(CC1)COC1=C(C=C(C=C1)S(=O)(=O)CC)C1=CN(C(C=2N1C=NC2)=O)C